NC1=CN=C(C(=N1)N1CCC2(CCC[C@H]2NC(OC(C)(C)C)=O)CC1)C(N)=O (R)-tert-butyl (8-(6-amino-3-carbamoylpyrazin-2-yl)-8-azaspiro[4.5]decan-1-yl)carbamate